2-(aminomethyl)-5-fluoro-N-(2-methoxyethyl)aniline tert-butyl-N-[4-[4-cyano-2-(1-methylimidazol-2-yl)phenyl]-6-cyclopropylpyridin-2-yl]carbamate C(C)(C)(C)OC(NC1=NC(=CC(=C1)C1=C(C=C(C=C1)C#N)C=1N(C=CN1)C)C1CC1)=O.NCC1=C(NCCOC)C=C(C=C1)F